3-((2-((cyclopropylmethyl)amino)pyrimidin-4-yl)oxy)pyrrolidin C1(CC1)CNC1=NC=CC(=N1)OC1CNCC1